(1R,3S,5R)-N-(6-bromo-3-methylpyridin-2-yl)-5-[(4-tert-butyl-1,3-thiazol-2-yl)methyl]-2-azabicyclo[3.1.0]hexane-3-carboxamide TFA salt OC(=O)C(F)(F)F.BrC1=CC=C(C(=N1)NC(=O)[C@H]1N[C@@H]2C[C@@]2(C1)CC=1SC=C(N1)C(C)(C)C)C